N1C=NC=C1C(=O)[O-].[Li+] Lithium imidazole-5-carboxylate